NC1=NN(C=C1C#N)C1=C(C=C(C=C1C)[N+](=O)[O-])C(F)F 3-amino-1-(2-(difluoromethyl)-6-methyl-4-nitrophenyl)-1H-pyrazole-4-carbonitrile